[NH4+].C=1(C(=CC=CC1)O)C1=CC=CC=C1 (1,1'-Biphenyl)-2-ol, ammonium salt